[Si](C1=CC=CC=C1)(C1=CC=CC=C1)(C(C)(C)C)OCC(COC1=CC=2N(C=C1S(=O)(=O)C(C)(C)C)C=CN2)(C)F 7-(3-((tert-butyldiphenylsilyl)oxy)-2-fluoro-2-methylpropoxy)-6-(tert-butylsulfonyl)imidazo[1,2-a]pyridine